3-methyl-N-[2-oxo-2-(2,2,2-trifluoroethylamino)ethyl]-5-[(5S or R)-5-[3-chloro-2-fluoro-5-(trifluoromethyl)phenyl]-5-(trifluoromethyl)-4H-isoxazol-3-yl]pyrazine-2-carboxamide CC=1C(=NC=C(N1)C1=NO[C@](C1)(C(F)(F)F)C1=C(C(=CC(=C1)C(F)(F)F)Cl)F)C(=O)NCC(NCC(F)(F)F)=O |o1:10|